ClC1=C(C=CC=C1Cl)N1CCN(CC1)CCN 2-(4-(2,3-dichlorophenyl)piperazin-1-yl)ethan-1-amine